dihydro-1H-isoquinoline-2-carboxylate C1N(CCC2=CC=CC=C12)C(=O)[O-]